S1C=2N(C=C1)C=C(N2)CNC(=O)C=2N=NNC2 N-{imidazo[2,1-b][1,3]thiazol-6-ylmethyl}-1H-1,2,3-triazole-4-carboxamide